((cis)-3-((tert-butyldimethylsilyl)oxy)cyclobutyl)methanol [Si](C)(C)(C(C)(C)C)O[C@H]1C[C@H](C1)CO